C(\C=C(\C)/CCC=C(C)C)(=O)OC methyl nerate